OC(CN1N=CC(=C1)C=1C=C2N(N=CC3=C2N(N=C3NC=3C(=NC=C(C(=O)NCCN2C(CCC2)(C)C)C3)C)C)C1)CO 5-((8-(1-(2,3-dihydroxypropyl)-1H-pyrazol-4-yl)-1-methyl-1H-pyrazolo[3,4-d]pyrrolo[1,2-b]pyridazin-3-yl)amino)-N-(2-(2,2-dimethylpyrrolidin-1-yl)ethyl)-6-methylnicotinamide